BrC1=C(C(=CC(=C1)Cl)OC)NC(C(F)(F)F)=O (2-bromo-4-chloro-6-methoxyphenyl)-2,2,2-trifluoroacetamide